1-bromo-2-fluoro-5,6,7,8,9,10-hexahydrocyclohepta[b]indole-4-carbonitrile BrC1=C2C3=C(NC2=C(C=C1F)C#N)CCCCC3